(R)-1-(3,3-difluoro-4-((5-(1-(2-fluoroethyl)-1H-benzo[d][1,2,3]triazol-6-yl)-4-(methoxy-d3)pyrrolo[2,1-f][1,2,4]triazin-2-yl)amino)piperidin-1-yl)-2-hydroxyethan-1-one FC1(CN(CC[C@H]1NC1=NN2C(C(=N1)OC([2H])([2H])[2H])=C(C=C2)C=2C=CC1=C(N(N=N1)CCF)C2)C(CO)=O)F